methyl 1-(4-chlorophenyl)-6-(2,4-dimethoxybenzyl)-4-hydroxy-6,7-dihydro-1H-pyrazolo[3,4-c]pyridine-5-carboxylate ClC1=CC=C(C=C1)N1N=CC2=C1CN(C(=C2O)C(=O)OC)CC2=C(C=C(C=C2)OC)OC